(S)-hydroxymethyloxirane OC[C@@H]1OC1